N1C(=O)N=C(NC=CC(=O)O)C=C1 cytosine-acrylic acid